ClC1=CC(=C2C(=N1)C=CN2)C=O 5-chloro-1H-pyrrolo[3,2-b]pyridine-7-carbaldehyde